(2S)-N-[[2-cyano-5-[2-(trifluoromethyl)pyrimidin-5-yl]phenyl]methyl]-3-(4-fluorophenyl)sulfonyl-3-azabicyclo[2.1.1]hexane-2-carboxamide C(#N)C1=C(C=C(C=C1)C=1C=NC(=NC1)C(F)(F)F)CNC(=O)[C@@H]1C2CC(N1S(=O)(=O)C1=CC=C(C=C1)F)C2